5-(2,6-difluorophenyl)-1,6-dihydropyrazolo[4,3-d]pyrido[3,2-f][1,3]diazepin-9-amine FC1=C(C(=CC=C1)F)C=1NC2=C(C3=C(N1)C=NN3)C=C(C=N2)N